C(C)(C)(C)C=1N=C(C(C2=C(N1)C=C(C=C2)C)=C(C)C)C2=CC=CC=C2 2-(tert-Butyl)-8-methyl-4-phenyl-5-(propan-2-ylidene)-5H-benzo[d][1,3]diazepine